2-[(2-chloro-3-fluoro-phenyl)methoxycarbonylamino]-4-[cyclopropyl-[4-(5,6,7,8-tetrahydro-1,8-naphthyridin-2-yl)butyl]amino]butanoic acid ClC1=C(C=CC=C1F)COC(=O)NC(C(=O)O)CCN(CCCCC1=NC=2NCCCC2C=C1)C1CC1